N1C=C(C2=CC=CC=C12)NC(=O)N1CC2=CC=C(C=C2C1)C1=CSC=C1 N-(1H-indol-3-yl)-5-(thiophen-3-yl)isoindoline-2-carboxamide